ClC1=NC(=C2N=CN(C2=N1)[C@H]1[C@@H]([C@@H]([C@@]2(C[C@H]12)CSC1=CC(=C(C=C1)OC)OC)O)O)NC(C1CCCC1)C1CCCC1 (1S,2R,3S,4R,5S)-4-(2-Chloro-6-((dicyclopentylmethyl)amino)-9H-purin-9-yl)-1-(((3,4-dimethoxyphenyl)thio)methyl)bicyclo[3.1.0]hexane-2,3-diol